C(#N)C1=CC(=C(OC=2N=NC(=C(C2C(=O)NC2=CN=C(S2)C(=O)N)C)C(F)(F)F)C=C1)OC 5-[[3-(4-cyano-2-methoxy-phenoxy)-5-methyl-6-(trifluoromethyl)pyridazine-4-carbonyl]amino]thiazole-2-carboxamide